C1(C(=CCCCCCCC)O1)=O trans-epoxydecenal